5-formimino-tetrahydrofolic acid C(=N)N1C=2C(NC(=NC2NCC1CNC1=CC=C(C(N[C@@H](CCC(=O)O)C(=O)O)=O)C=C1)N)=O